(2R)-2-((2-chloro-4-(2-chloro-4-fluorophenyl)-1,2-dihydroquinolin-7-yl)oxy)propanoic acid ClC1NC2=CC(=CC=C2C(=C1)C1=C(C=C(C=C1)F)Cl)O[C@@H](C(=O)O)C